ClC1=C(C(=O)NC=2C=C3C=C(N(C3=CC2)C)C(=O)NC(C)C2=CC=C(C=C2)C(F)(F)F)C=C(C=C1)CNC(C(C)C)=O 5-(2-chloro-5-(isobutyramidomethyl)benzamido)-1-methyl-N-(1-(4-(trifluoromethyl)phenyl)ethyl)-1H-indole-2-carboxamide